4,5-Dihydropyridazine-3(2H)-one N=1NC(CCC1)=O